N-[(1S)-2-[[(7S)-6,7-Dihydro-5-methyl-6-oxo-5H-dibenz[b,d]azepin-7-yl]amino]-1-methyl-2-oxoethyl]-3,5-difluoro-benzeneacetamide CN1C2=C(C3=C([C@@H](C1=O)NC([C@H](C)NC(CC1=CC(=CC(=C1)F)F)=O)=O)C=CC=C3)C=CC=C2